bis(methoxy)-[1,1'-binaphthyl] COC=1C(=C(C2=CC=CC=C2C1)C1=CC=CC2=CC=CC=C12)OC